4-(1-(((R)-tert-butylsulfinyl)amino)ethyl)-2,6-difluorobenzoic acid C(C)(C)(C)[S@@](=O)NC(C)C1=CC(=C(C(=O)O)C(=C1)F)F